3-methylpiperazin-1-yl-4H-pyrido[1,2-a][1,3,5]triazin-4-one HCl Cl.CC1CN(CCN1)C=1N=C2N(C(N1)=O)C=CC=C2